O=C1C=2C=C3CCCCC3=CC2C(C2=CC=CC=C12)=O 6,11-dioxo-1,2,3,4,6,11-hexahydronaphthacene